C1CC[C@@H]2[C@@H]3CC[C@H]([C@H]12)C3 (3aR,4R,7S,7aS)-octahydro-1H-4,7-methanoinden